(S)-3-(hydroxymethyl)piperazin OC[C@@H]1CNCCN1